2,3-dihydro-5H-[1,4]thiazino[2,3,4-ij]quinazolin-5-one S1CCN2C(N=CC3=CC=CC1=C23)=O